N-phenyl-carbamic acid decyl ester C(CCCCCCCCC)OC(NC1=CC=CC=C1)=O